2-(methoxymethyl)-2-methylpropane-1,3-diol COCC(CO)(CO)C